tert-butyl 4-((3-(((R)-1-(4-bromonaphthalen-1-yl)ethyl)carbamoyl)-4-methylphenyl)amino)-3,3-difluoropyrrolidine-1-carboxylate BrC1=CC=C(C2=CC=CC=C12)[C@@H](C)NC(=O)C=1C=C(C=CC1C)NC1C(CN(C1)C(=O)OC(C)(C)C)(F)F